tris-(hydroxymethyl)-aminomethan OCC(N)(CO)CO